OCCCC1=C2CN(C(C2=CC=C1)=O)C1C(NC(CC1)=O)=O 3-(4-(3-hydroxypropyl)-1-oxoisoindol-2-yl)piperidine-2,6-dione